CCCCCCCCCCCCC/C=C/[C@H]([C@H](CO)NC(=O)C)O N-Acetyl-D-sphingOSine